ClC1=C(C=NC2=CN=C(C=C12)Cl)C#N 4,6-dichloro-1,7-naphthyridine-3-carbonitrile